benzyl (2R,4S)-2-(6-cyclopropyl-8-(3-methyl-2,4-dioxoimidazolidin-1-yl)imidazo[1,2-a]pyridin-2-yl)-4-hydroxypyrrolidine-1-carboxylate C1(CC1)C=1C=C(C=2N(C1)C=C(N2)[C@@H]2N(C[C@H](C2)O)C(=O)OCC2=CC=CC=C2)N2C(N(C(C2)=O)C)=O